3-((tert-butyldimethylsilyl)oxy)-8-(3-hydroxy-prop-1-yn-1-yl)-6H-benzo[c]chromen-6-one [Si](C)(C)(C(C)(C)C)OC1=CC=C2C3=C(C(OC2=C1)=O)C=C(C=C3)C#CCO